NC=1N=NC(=CC1N1CCNC2(CC2)C1)Cl 7-(3-amino-6-chloropyridazin-4-yl)-4,7-diazaspiro[2.5]octane